FC(C(=O)O)(F)F.NC1=NN2C(N=CC=C2)=C1C(=O)NC(C)C=1C=C(C2=CN(N=C2C1OCC)CC(=O)N)Cl 2-amino-N-(1-(2-(2-amino-2-oxoethyl)-4-chloro-7-ethoxy-2H-indazol-6-yl)ethyl)-pyrazolo[1,5-a]pyrimidine-3-carboxamide trifluoroacetate